NC(C(=O)NC1(CC1)C#N)=CC=1OC2=C(N1)C=CC(=C2)F (S)-2-amino-N-(1-cyanocyclopropyl)-3-(6-fluorobenzo[d]oxazol-2-yl)propenamide